C(#N)C1=CC=C(C=C1)C1=CC=C(C=C1)OCC1(CNCC1)C(=O)OC methyl 3-[({4'-cyano-[1,1'-biphenyl]-4-yl}oxy)methyl]pyrrolidine-3-carboxylate